O1CC12CCCCC2 oxaspiro[2.5]octan